(±)-trans-N-[8-amino-7-methyl-6-(4-methyl-3-pyridyl)-3-isoquinolyl]-2-cyano-cyclopropanecarboxamide NC=1C(=C(C=C2C=C(N=CC12)NC(=O)[C@H]1[C@@H](C1)C#N)C=1C=NC=CC1C)C |r|